O=C1CCC=CC2=NN3C(CN(CC3)C(=O)OC(C)(C)C)=C21 tert-Butyl 11-oxo-3,4,10,11-tetrahydro-1H-cyclohepta[3,4]pyrazolo[1,5-a]pyrazine-2(9H)-carboxylate